6-(1-((1-(4-((2,6-dioxopiperidin-3-yl)amino)phenyl)piperidin-4-yl)methyl)piperidin-4-yl)-2-(4-phenoxyphenyl)-9,10-dihydro-4H-benzo[d]pyrazolo[1,5-a][1,3]diazepine-3-carboxamide O=C1NC(CCC1NC1=CC=C(C=C1)N1CCC(CC1)CN1CCC(CC1)C=1C=CC2=C(NC=3N(CC2)N=C(C3C(=O)N)C3=CC=C(C=C3)OC3=CC=CC=C3)C1)=O